COC=CC(=O)[O-] 3-methoxyacrylate